ClC=1C(N(C(=CC1OCC1=NC=C(C=C1F)F)C)C1=CC(=NC=C1C)C=1N=C(SC1)C(CC#N)(C)C)=O (R)-3-(4-(3-chloro-4-((3,5-difluoropyridin-2-yl)methoxy)-5',6-dimethyl-2-oxo-2H-[1,4'-bipyridin]-2'-yl)thiazol-2-yl)-3-methylbutanenitrile